ClC1=NC=CC(=C1)S(=O)(=O)CC 2-chloro-4-(ethylsulfonyl)pyridine